CC(CC)(C(CC)(C)C)C 3,3,4,4-tetramethylhexane